(±)-4-(8-Fluoro-1,2-dihydro-2-oxoquinazolin-3(4H)-yl)-N-(1-(4-(4-fluorophenyl)piperazin-1-yl)-3-(7-methyl-1H-indazol-5-yl)-1-oxopropan-2-yl)piperidine-1-carboxamide FC=1C=CC=C2CN(C(NC12)=O)C1CCN(CC1)C(=O)N[C@@H](C(=O)N1CCN(CC1)C1=CC=C(C=C1)F)CC=1C=C2C=NNC2=C(C1)C |r|